(S)-[2-Chloro-5-(7-morpholin-4-yl-quinazolin-4-yl)-phenyl]-(3-methoxy-pyrazin-2-yl)-methanol ClC1=C(C=C(C=C1)C1=NC=NC2=CC(=CC=C12)N1CCOCC1)[C@H](O)C1=NC=CN=C1OC